O=C1N(C(C2=CC=CC=C12)=O)[C@@H]([C@H](C)NC(OC(C)(C)C)=O)C#CC |&1:11| tert-butyl [(2S,3RS)-3-(1,3-dioxoisoindolin-2-yl)hex-4-yn-2-yl]carbamate